NCC=1C=C2CCN(C(C2=CC1)=O)C 6-(aminomethyl)-2-methyl-3,4-dihydroisoquinolin-1(2H)-one